2-cyclopropyl-9-(4-(difluoromethoxy)phenyl)-7-(2-methyl-2H-indazol-5-yl)-8H-pyrimido[1,2-b]pyridazin-8-one C1(CC1)C1=NC=2N(N=C(C(C2C2=CC=C(C=C2)OC(F)F)=O)C2=CC3=CN(N=C3C=C2)C)C=C1